C[Si]([Si](C)(OC)OC)(OC)OC 1,2-dimethyltetramethoxydisilane